CCC(CCC)S 3-hex-ylmercaptan